2-(3-acetyl-5-(3-cyclopropylureido)-1H-indol-1-yl)-N-(2-((3-chloro-2-fluorobenzyl)amino)-2-oxoethyl)-N-isopropylacetamide C(C)(=O)C1=CN(C2=CC=C(C=C12)NC(=O)NC1CC1)CC(=O)N(C(C)C)CC(=O)NCC1=C(C(=CC=C1)Cl)F